IC=CCCC=CC=C 1-iodo-5,7-octadienene